(4-(7-(2-methyl-[1,1'-biphenyl]-3-yl)imidazo[1,2-a]pyridin-3-yl)benzyl)glycine CC1=C(C=CC=C1C1=CC=2N(C=C1)C(=CN2)C2=CC=C(CNCC(=O)O)C=C2)C2=CC=CC=C2